(R)-2-(1-(2-(2-methoxyphenyl)-2-((4-oxocyclohexyl)oxy)ethyl)-5-methyl-6-(oxazol-2-yl)-2,4-dioxo-1,2-dihydrothieno[2,3-d]pyrimidin-3(4H)-yl)-2-methylpropanoic acid COC1=C(C=CC=C1)[C@H](CN1C(N(C(C2=C1SC(=C2C)C=2OC=CN2)=O)C(C(=O)O)(C)C)=O)OC2CCC(CC2)=O